1,10-decanediamine itaconic acid salt C(C(=C)CC(=O)O)(=O)O.C(CCCCCCCCCN)N